2-(1-(4-((4-(4-(3-hydroxypropyl)piperidin-1-yl)phenyl)amino)-5-oxo-5,6-dihydropyrimido[4,5-d]pyridazin-2-yl)piperidin-4-yl)acetonitrile OCCCC1CCN(CC1)C1=CC=C(C=C1)NC1=NC(=NC=2C=NNC(C21)=O)N2CCC(CC2)CC#N